2-Methyl-3-bromobenzonitrile CC1=C(C#N)C=CC=C1Br